C(CCC)(=O)NNC(NC1(CC1)C)=S 2-butyryl-N-(1-methylcyclopropyl)hydrazine-1-carbothioamide